OC1=NC(=CC(=C1C)C)O 2,6-Di-hydroxy-3,4-dimethylpyridin